fluoroamino silicate [Si](ONF)([O-])([O-])[O-]